COC(NC1=NC=CC(=C1)C1=NC(=C(C=C1)F)C)=O methyl-(5-fluoro-6-methyl-(2,4'-bipyridyl)-2'-yl)-carbamate